P(=O)(OC(C)(C)C)(OC(C)(C)C)OC1=C(C(=CC(=C1)C=C)C)C(C)(CCO[Si](C)(C)C(C)(C)C)C di-tert-butyl (2-(4-((tert-butyldimethylsilyl)oxy)-2-methylbutan-2-yl)-3-methyl-5-vinylphenyl) phosphate